(R)-4-(((1-acryloylpiperidin-3-yl)methyl)amino)-6-benzamidonicotinamide C(C=C)(=O)N1C[C@H](CCC1)CNC1=CC(=NC=C1C(=O)N)NC(C1=CC=CC=C1)=O